2-Methyl-2-propanyl (3aS,4R,6aR)-4-[(6-bromo-3-pyridazinyl)oxy]hexahydrocyclopenta[c]pyrrole-2(1H)-carboxylate Sodium hydride [H-].[Na+].BrC1=CC=C(N=N1)O[C@@H]1CC[C@H]2CN(C[C@H]21)C(=O)OC(C)(C)C